FC=1C(=C(C=CC1F)C(=O)N1CC(C1)(O)C(C)NCC)NC1=C(C=C(C=C1)I)F 1-({3,4-difluoro-2-[(2-fluoro-4-iodophenyl)amino]phenyl}carbonyl)-3-[1-(ethylamino)ethyl]azetidin-3-ol